C(CC)C1=C(C(=C(C(=C1C1=CCCCC1)C1CCCCC1)F)F)F propylcyclohexylcyclohexenyl-3,4,5-trifluorobenzene